FC1=C(C(=CC(=C1)OC1CN(C1)CCC1COC1)F)[C@H]1N([C@@H](CC2=C1NC1=CC=CC=C21)C)CC(C)(C)F (1R,3R)-1-[2,6-difluoro-4-[1-[2-(oxetan-3-yl)ethyl]azetidin-3-yl]oxy-phenyl]-2-(2-fluoro-2-methyl-propyl)-3-methyl-1,3,4,9-tetrahydropyrido[3,4-b]indole